C(C)(=O)C1C(C1)C#CC#CC1=CC=C(C(=O)N[C@H](C(=O)NO)[C@](C(F)F)(C)O)C=C1 4-((2-acetylcyclopropyl)buta-1,3-diyn-1-yl)-N-((2S,3S)-4,4-difluoro-3-hydroxy-1-(hydroxyamino)-3-methyl-1-oxobutan-2-yl)benzamide